[O-]CCC.[Al+3].[O-]CCC.[O-]CCC Aluminium n-propoxide